ClC1=CC2=C(S1)C1(CC(NCC1)C)OCC2 2-chloro-2'-methyl-spiro[4,5-dihydrothieno[2,3-c]pyran-7,4'-piperidine]